3-((p-toluenesulfonyl)methyl)azetidine-1-carboxylic acid tert-butyl ester C(C)(C)(C)OC(=O)N1CC(C1)CS(=O)(=O)C1=CC=C(C)C=C1